1-((1R,5S)-3,8-diazabicyclo[3.2.1]octan-8-yl)-2-methylpropan-1-one TFA salt OC(=O)C(F)(F)F.[C@H]12CNC[C@H](CC1)N2C(C(C)C)=O